C(C1CO1)OC(CCC)[Si](OCCC)(OCCC)OCCC α-glycidoxybutyltripropoxysilane